bis(3-deoxy-3-(3-fluorophenyl-1H-1,2,3-triazol-1-yl)-β-D-galactopyranosyl)-sulfane FC=1C=C(C=CC1)C=1N=NN(C1)[C@@H]1[C@H]([C@@H](O[C@@H]([C@@H]1O)CO)S[C@H]1[C@H](O)[C@H]([C@@H](O)[C@H](O1)CO)N1N=NC(=C1)C1=CC(=CC=C1)F)O